FC1=C(C=CC(=C1)C1=NN(C=N1)C1=NC=C(C=C1)C(F)(F)F)NC(=O)\N=C\1/SCC(N1C1=C(C=CC(=C1)C)C(C)C)=O (Z)-1-(2-fluoro-4-(1-(5-(trifluoromethyl)pyridin-2-yl)-1H-1,2,4-triazol-3-yl)phenyl)-3-(3-(2-isopropyl-5-methylphenyl)-4-oxothiazolidin-2-ylidene)urea